((S)-cyclopentyl(4-fluorophenyl)methyl)-2-((R)-2,6-dioxopiperidin-3-yl)-1-oxoisoindoline-5-carboamide C1(CCCC1)[C@@H](C1=CC=C(C=C1)F)C1N(C(C2=CC=C(C=C12)C(=O)N)=O)[C@H]1C(NC(CC1)=O)=O